NC=1N=C(C2=C(N1)C=NN2CC2=NC=C(C=C2OC)C2=CC1(C2)CCNCC1)N[C@H](CCO)CCC (3S)-3-({5-amino-1-[(5-{7-azaspiro[3.5]non-1-en-2-yl}-3-methoxypyridin-2-yl)methyl]-1H-pyrazolo[4,3-d]pyrimidin-7-yl}amino)hexan-1-ol